CN(C1=NC(N(C2=CC=CC=C12)CC1CCNCC1)=O)C 4-(dimethylamino)-1-(piperidin-4-ylmethyl)quinazolin-2(1H)-one